N-(tert-butyl)formamide C(C)(C)(C)NC=O